1-(pyridin-3-ylmethyl)-2-(pyrrol-2-yl)-5-(trifluoromethyl)benzimidazole N1=CC(=CC=C1)CN1C(=NC2=C1C=CC(=C2)C(F)(F)F)C=2NC=CC2